5-[3-[(1R)-2,2-difluoro-1-[2-(1,1,2,2,2-pentadeuterioethoxy)-4-pyridyl]ethoxy]-1-methyl-pyrazolo[3,4-c]pyridazin-5-yl]-1H-pyrimidine-2,4-dione FC([C@H](OC1=NN(C2=NN=C(C=C21)C=2C(NC(NC2)=O)=O)C)C2=CC(=NC=C2)OC(C([2H])([2H])[2H])([2H])[2H])F